O=C1NC(CCC1N1C(C2=CC=C(C=C2C1=O)NCCCCCCN1N=C(C(=C1C(F)(F)F)C1=NC2=CC=CC=C2N=C1)C(F)(F)F)=O)=O 2-(2,6-dioxopiperidin-3-yl)-5-((6-(4-(quinoxalin-2-yl)-3,5-bis(trifluoromethyl)-1H-pyrazol-1-yl)hexyl)amino)isoindoline-1,3-dione